2-[[1-(oxazin-4-ylmethyl)piperidin-4-yl]methyl]-6-pyrazol-1-yl-pyridazin-3-one tert-butyl-4-[4,5-dichloro-2-(prop-2-en-1-yloxy)benzoyl]-4-fluoropiperidine-1-carboxylate C(C)(C)(C)OC(=O)N1CCC(CC1)(F)C(C1=C(C=C(C(=C1)Cl)Cl)OCC=C)=O.O1NC=C(C=C1)CN1CCC(CC1)CN1N=C(C=CC1=O)N1N=CC=C1